C(=O)(O)CCC1=CC(=C(OCOCCCOC2=C(C=C(NC3=C(C(=O)O)C=CC=C3)C=C2Cl)Cl)C(=C1)Cl)Cl 2-[4-[3-[[4-(2-carboxyethyl)-2,6-dichloro-phenoxy]methoxy]propoxy]-3,5-dichloro-anilino]benzoic acid